OC1=C(C=C(C=C1)F)C(CC1=CC=NC=C1)C=1SC=CC1 4-(2-(2-hydroxy-5-fluoro-phenyl)-2-(2-thienyl)ethyl)-pyridine